N-phenyl-N,N-bis{4-(2-naphthalene-2-yl-benzooxazole-6-yl)-phenyl}-amine C1(=CC=CC=C1)N(C1=CC=C(C=C1)C1=CC2=C(N=C(O2)C2=CC3=CC=CC=C3C=C2)C=C1)C1=CC=C(C=C1)C1=CC2=C(N=C(O2)C2=CC3=CC=CC=C3C=C2)C=C1